ClC=1C=C(NC2(CCC3([C@H](CC4=CC=CC=C34)[C@@H]3[C@H](C3)CO)CC2)C(=O)OC)C=CC1 |&1:9,o1:17,18| rac-methyl (1r,4r)-4-(3-chloroanilino)-2'-[(1R*,2S*)-2-(hydroxymethyl)cyclopropyl]-2',3'-dihydrospiro[cyclohexane-1,1'-indene]-4-carboxylate